COC(CN(C1CCNCC1)C1=NC2=CC(=NC=C2C=C1)Cl)=O 2-[(7-chloro-1,6-naphthyridin-2-yl)(piperidin-4-yl)amino]acetic acid methyl ester